4-[[4-(caproyl)benzoyl]oxy]-benzoic acid-2-octyl ester CC(CCCCCC)OC(C1=CC=C(C=C1)OC(C1=CC=C(C=C1)C(CCCCC)=O)=O)=O